C[C@@H]1N(CCOC1)C(=O)[C@H]1N(C[C@@H](C1)OC1=CC=C(C=C1)C(F)(F)F)C(=O)OC(C)(C)C tert-butyl (2S,4R)-2-((S)-3-methylmorpholine-4-carbonyl)-4-(4-(trifluoromethyl)phenoxy)pyrrolidine-1-carboxylate